5-methyl-1-nonene CC(CCC=C)CCCC